1-phenyl-3-(1,2,2,2-tetrafluoro-1-((R or S)-3-(2-(5-fluorothiophen-2-yl)ethyl)-1-(2-(6-methylpyridin-3-yl)propan-2-yl)pyrrolidin-3-yl)ethyl)urea C1(=CC=CC=C1)NC(=O)NC(C(F)(F)F)([C@]1(CN(CC1)C(C)(C)C=1C=NC(=CC1)C)CCC=1SC(=CC1)F)F |o1:15|